3-[(1H-1,3-benzodiazol-2-yl)amino]-N-methyl-3-[3-(trifluoromethoxy)phenyl]propanamide N1C(=NC2=C1C=CC=C2)NC(CC(=O)NC)C2=CC(=CC=C2)OC(F)(F)F